ClC=1C=C2C(=NC=NC2=C(C1)C(F)(F)F)N([C@@H](C)C1=NC=NN1C1=CC=C(C=N1)C#N)C 6-[5-[(1S)-1-[[6-chloro-8-(trifluoromethyl)quinazolin-4-yl]-methyl-amino]ethyl]-1,2,4-triazol-1-yl]pyridine-3-carbonitrile